3-methylmercaptopropanal CSCCC=O